4-(3-chloro-4-(cyclopropylaminocarbonyl)aminophenoxy)-7-methoxy-6-quinolinecarboxamide methanesulfonic acid salt CS(=O)(=O)O.ClC=1C=C(OC2=CC=NC3=CC(=C(C=C23)C(=O)N)OC)C=CC1NC(=O)NC1CC1